N,N'-dimethyl-1,2-diaminoethane CNCCNC